yttrium pentacobalt [Co].[Co].[Co].[Co].[Co].[Y]